2-(4-chloro-3-cyano-phenyl)acetic acid ClC1=C(C=C(C=C1)CC(=O)O)C#N